N1C(CCC1)C1=NN=CO1 5-(pyrrolidin-2-yl)-1,3,4-oxadiazole